C1(=CC=CC=C1)N1C(C(CC1)OC1=NC2=CC=CC=C2C=C1)=O 1-phenyl-3-(quinolin-2-yloxy)pyrrolidin-2-one